C12[C@H](CC(C=C1)C2)NC(C2=CC(=C(C=C2)C)C)=O N-((2S)-bicyclo[2.2.1]hept-5-ene-2-yl)-3,4-dimethylbenzamide